N-(tert-butyldimethylsilyl)-4-cyanobenzenesulfonamide [Si](C)(C)(C(C)(C)C)NS(=O)(=O)C1=CC=C(C=C1)C#N